tert-butyl (1-cyanocyclopropyl)carbamate C(#N)C1(CC1)NC(OC(C)(C)C)=O